2-(hexan-3-yl)quinazolin-4(3H)-one CCC(CCC)C1=NC2=CC=CC=C2C(N1)=O